[O-]S(=O)(=O)C(F)(F)F.C[N+]1=CC(=CC=C1)C 1,3-dimethylpyridinium triflate